FC(C1=NN(C=C1C1=NN=C(O1)SCC(=O)N1CCN(CC1)S(=O)(=O)CC)C)F 2-((5-(3-(difluoromethyl)-1-methyl-1H-pyrazol-4-yl)-1,3,4-oxadiazol-2-yl)thio)-1-(4-(ethylsulfonyl)piperazin-1-yl)ethan-1-one